2-aminoethane-1-sulfonamide hydrochloride Cl.NCCS(=O)(=O)N